CN(C)CC=1C=C(OC2CCN(CC2)CC(CC#N)N2N=CC(=C2)C=2C3=C(N=CN2)NC=C3)C=C(C1)F 4-(4-{3-[(dimethyl-amino)methyl]-5-fluorophenoxy}piperidin-1-yl)-3-[4-(7H-pyrrolo[2,3-d]pyrimidin-4-yl)-1H-pyrazol-1-yl]butanenitrile